O=C1NC(CCC1N1C(C2=CC(=C(C=C2C1=O)F)N1CCC(CC1)CN1CCN(CC1)C1=CC=C(C=C1)OC1=NC(=CC(=N1)N1CCOCC1)N1N=C(C=C1)C=1C=C(C=CC1)C)=O)=O 2-(2,6-Dioxopiperidin-3-yl)-5-fluoro-6-(4-((4-(4-((4-morpholino-6-(3-(m-tolyl)-1H-pyrazol-1-yl)pyrimidin-2-yl)oxy)phenyl)piperazin-1-yl)methyl)piperidin-1-yl)isoindoline-1,3-dione